CN1N=C(C2=CC=CC=C2C1=O)CC1=CC=C(C=C1)NS(=O)(=O)NC(OC(C)(C)C)=O tert-butyl (N-(4-((3-methyl-4-oxo-3,4-dihydrophthalazin-1-yl)methyl)phenyl)sulfamoyl)carbamate